bis(2-hexyldecyl) 6,6'-((2-((6-(decylamino)-6-oxohexyl)(methyl)amino)ethyl)azanediyl)dihexanoate C(CCCCCCCCC)NC(CCCCCN(CCN(CCCCCC(=O)OCC(CCCCCCCC)CCCCCC)CCCCCC(=O)OCC(CCCCCCCC)CCCCCC)C)=O